2-(5-(8-methoxy-[1,2,4]triazolo[1,5-a]pyridin-6-yl)-4-(2,2,2-trifluoroethyl)-1H-pyrazol-3-yl)-4-methyl-5-((1S,4S)-5-(tetrahydro-2H-pyran-4-yl)-2,5-diazabicyclo[2.2.1]hept-2-yl)thiazole COC=1C=2N(C=C(C1)C1=C(C(=NN1)C=1SC(=C(N1)C)N1[C@@H]3CN([C@H](C1)C3)C3CCOCC3)CC(F)(F)F)N=CN2